5-[(2R,5S)-5-Methyl-2-piperidyl]-2-[1-methyl-2-pyrrolidin-1-yl-ethyl]-1,3-benzothiazole C[C@H]1CC[C@@H](NC1)C=1C=CC2=C(N=C(S2)C(CN2CCCC2)C)C1